[N+](=[N-])=CC(CNC(OCC1C2=CC=CC=C2C=2C=CC=CC12)=O)=O (9H-fluoren-9-yl)methyl (3-diazo-2-oxopropyl)carbamate